N-(2,3-dimethylbutyl)benzene-1,3-diamine CC(CNC1=CC(=CC=C1)N)C(C)C